CNC(=O)C1=CC(=CC=2C(COC21)C2=CC=CC=C2)C(=O)NCC2COCC2 (+/-)-N7-methyl-3-phenyl-N5-((tetrahydrofuran-3-yl)methyl)-2,3-dihydrobenzofuran-5,7-dicarboxamide